2-Chloro-7-methyl-9-(4-oxocyclohexyl)-7,9-dihydro-8H-purin-8-one ClC1=NC=C2N(C(N(C2=N1)C1CCC(CC1)=O)=O)C